C(C)OC(=O)C1=NC=C(C=C1Cl)C(F)(F)F 3-chloro-5-(trifluoromethyl)pyridine-2-carboxylic acid ethyl ester